C1(CCCC1)CC(=O)NC=1C=C(SC1)C1=CN=CC(=N1)C1=CC(=C(C(=O)NC=2OC=NN2)C=C1)OC 4-(6-(4-(2-cyclopentylacetamido)thiophen-2-yl)pyrazin-2-yl)-2-methoxy-N-(1,3,4-oxadiazol-2-yl)benzamide